C(C)(C)(C)OC(=O)N1CC(CC1)CCC(C(=O)OCC)=O 1-tert-Butoxycarbonyl-3-(4-ethoxy-3,4-dioxobutyl)pyrrolidine